COC=1C=C(CN(C(=O)OCCOCCOCCC(CCOCCOCCOC(=O)N(CC2=CC(=CC=C2)OC)CC2=CC(=CC=C2)OC)N(C)C)CC2=CC(=CC=C2)OC)C=CC1 1-[bis(3-methoxybenzyl)aminocarbonyloxyethoxyethoxy]-5-[bis(3-methoxybenzyl)aminocarbonyloxyethoxyethoxy]-3-(dimethylamino)pentane